FC1(CN(CC1)C=1C=CC=2N(C1)C(=CN2)C(=O)OCC)F ethyl 6-(3,3-difluoropyrrolidin-1-yl)imidazo[1,2-a]pyridine-3-carboxylate